tert-Butyl (6-((6-cyanothieno[3,2-b]pyridin-5-yl)oxy)spiro[3.3]heptan-2-yl)carbamate C(#N)C=1C=C2C(=NC1OC1CC3(CC(C3)NC(OC(C)(C)C)=O)C1)C=CS2